3-fluoro-4-((2-(methylthio)-8,9-dihydroimidazo[1',2':1,6]pyrido[2,3-d]pyrimidin-6-yl)oxy)aniline FC=1C=C(N)C=CC1OC1=CC2=C(N=C(N=C2)SC)N2C1=NCC2